N-methyl-pyridinium chloride [Cl-].C[N+]1=CC=CC=C1